C1(=CC=CC=C1)C1CC(N1)=O 4-phenylazetidin-2-one